N-(bis(4-(tributylsilyl)phenyl)phosphaneyl)-N-butyl-1-(4-(tributylsilyl)phenyl)-1-(2-(trifluoromethoxy)phenyl)phosphanamine C(CCC)[Si](C1=CC=C(C=C1)P(N(P(C1=C(C=CC=C1)OC(F)(F)F)C1=CC=C(C=C1)[Si](CCCC)(CCCC)CCCC)CCCC)C1=CC=C(C=C1)[Si](CCCC)(CCCC)CCCC)(CCCC)CCCC